C(#N)C=1C=CC(=NC1)COC1=CC=CC(=N1)C1=CC(=C(CC2=NC=3C(=NC(=CC3)C(=O)O)N2C[C@H]2OCC2)C=C1F)F (S)-2-(4-(6-((5-cyanopyridin-2-yl)methoxy)pyridin-2-yl)-2,5-difluorobenzyl)-3-(oxetan-2-ylmethyl)-3H-imidazo[4,5-b]pyridine-5-carboxylic acid